2',6-difluoro-5'-[3-(1-hydroxy-1-methylethyl)imidazo[1,2-b][1,2,4]triazin-7-yl]biphenyl-2-carbonitrile phosphate P(=O)(O)(O)O.FC1=C(C=C(C=C1)C1=CN=C2N1N=CC(=N2)C(C)(C)O)C=2C(=CC=CC2F)C#N